FC=1C(=C(C=C(C1)CC(C)C)N1CCN(CC1)CC1=NC=C(C=C1)C)C=1N=NNN1 1-[3-fluoro-5-isobutyl-2-(2H-tetrazol-5-yl)phenyl]-4-[(5-methyl-2-pyridinyl)methyl]piperazine